butylacryl-amide C(CCC)C(C(=O)N)=C